1-N-[4-(6-carbamoyl-7-fluoroquinolin-4-yl)oxyphenyl]-1-N'-(4-fluorophenyl)cyclopropane-1,1-dicarboxamide C(N)(=O)C=1C=C2C(=CC=NC2=CC1F)OC1=CC=C(C=C1)NC(=O)C1(CC1)C(=O)NC1=CC=C(C=C1)F